(4'-methyl-terpyridine) platinum (II) cyanate [Pt](OC#N)OC#N.CC1=C(C(=NC=C1)C1=NC=CC=C1)C1=NC=CC=C1